The molecule is a disaccharide derivative consisting of 3-O-sulfo-beta-D-glucopyranuronic acid and D-xylopyranose joined by a (1->4) glycosidic linkage. It is a glucosiduronic acid, a disaccharide derivative and an oligosaccharide sulfate. C1[C@H]([C@@H]([C@H](C(O1)O)O)O)O[C@H]2[C@@H]([C@H]([C@@H]([C@H](O2)C(=O)O)O)OS(=O)(=O)O)O